FC=1C=C(C(=O)NCC=2N=NN(C2)[C@H](C\C=C\C2=CC=CC=C2)CC(=O)NO)C=CC1F 3,4-Difluoro-N-[[1-[(E,1R)-1-[2-(hydroxyamino)-2-oxo-ethyl]-4-phenyl-but-3-enyl]triazol-4-yl]methyl]benzamid